(R)-2-(3-((3,3-difluoropiperidin-4-yl)oxy)-1,2,4-triazin-6-yl)-5-(1H-imidazol-1-yl)phenol FC1(CNCC[C@H]1OC=1N=NC(=CN1)C1=C(C=C(C=C1)N1C=NC=C1)O)F